N[C@@H](C(=O)O)CC.C(CCCCCCCCC=CC)[Si](OCC)(OCC)OCC 10-dodecenyl-triethoxysilane D-α-aminobutyrate